NC1=CC=C(C=C1)CC1=CC(=C(N)C=C1)C(F)(F)F 4-((4-aminophenyl)methyl)-2-(trifluoromethyl)aniline